triethoxy(2-mercaptoethyl)silane C(C)O[Si](CCS)(OCC)OCC